NC=1C2=C(N=CN1)N(C=C2)[C@H]2[C@@H]([C@@H]([C@H](C2)CCC2=CC=C1C=C3C(=NC1=C2)N[C@@H](C3)C)O)O (1R,2S,3R,5S)-3-(4-amino-7H-pyrrolo[2,3-d]pyrimidin-7-yl)-5-(2-((R)-2-methyl-2,3-dihydro-1H-pyrrolo[2,3-b]quinolin-7-yl)ethyl)cyclopentane-1,2-diol